Ethyl 6-(2-((8-(4-(trifluoromethoxy)phenyl)-9H-purin-9-yl)methyl)phenoxy)hexanoate FC(OC1=CC=C(C=C1)C=1N(C2=NC=NC=C2N1)CC1=C(OCCCCCC(=O)OCC)C=CC=C1)(F)F